(E)-3-ethoxy-N-(o-tolyl)prop-2-enamide C(C)O/C=C/C(=O)NC1=C(C=CC=C1)C